fumaric acid di(2-ethylhexyl) ester C(C)C(COC(\C=C\C(=O)OCC(CCCC)CC)=O)CCCC